N1C(CC=C1)C(=O)N Dihydro-2H-pyrrole-2-carboxamide